(3R)-(+)-3-(dimethylamino)pyrrolidine CN(C)[C@@H]1CCNC1